N-(3-(7-bromo-2-hydroxynaphthalen-1-yl)-4-hydroxyphenyl)-4-toluenesulfonamide BrC1=CC=C2C=CC(=C(C2=C1)C=1C=C(C=CC1O)NS(=O)(=O)C1=CC=C(C)C=C1)O